FC(S(=O)(=O)OC=1CN(CCC1)C(=O)OC(C)(C)C)(F)F tert-butyl 3-(trifluoromethylsulfonyloxy)-5,6-dihydropyridine-1(2H)-carboxylate